FC1=CC=CC=2CC(N3C(C12)=C1C=CC=CC1=N3)(NC3=CC=CC=C3)C(F)(F)F 1-Fluoro-N-phenyl-6-(trifluoromethyl)-5,6-dihydroindazolo[3,2-a]isoquinolin-6-amine